C(#N)C1(CC1)C(=O)N 1-cyanocyclopropane-1-carboxamide